4-bromo-2,3,5-trimethyl-phenol BrC1=C(C(=C(C=C1C)O)C)C